4-[2-(2,2-difluoroethoxy)ethyl-[4-(5,6,7,8-tetrahydro-1,8-naphthyridin-2-yl)butyl]amino]-2-(3,3-dimethylbutanoylamino)butanoic acid FC(COCCN(CCC(C(=O)O)NC(CC(C)(C)C)=O)CCCCC1=NC=2NCCCC2C=C1)F